ClC1=CC=C(C=C1)C=1N=C2N(C=CC=C2)C1CN1CC2CCC(C1)N2C(=O)NC2CC2 3-{[2-(4-Chlorophenyl)imidazo[1,2-a]pyridin-3-yl]methyl}-N-cyclopropyl-3,8-diazabicyclo[3.2.1]octan-8-carboxamid